dimethylsilylene(tetramethylcyclopentadienyl)(tert-butylamino)titanium dichloride [Cl-].[Cl-].C[Si](=[Ti+2](NC(C)(C)C)C1(C(=C(C(=C1)C)C)C)C)C